(3R,5S)-3,5-dimethylpiperidin C[C@H]1CNC[C@H](C1)C